CC=1C=C(C=C(C1)B1OC(C(O1)(C)C)(C)C)S(=O)(=O)N 3-methyl-5-(4,4,5,5-tetramethyl-1,3,2-dioxaborolan-2-yl)benzenesulfonamide